1,1-bis(methoxymethyl)-7-methylindene COCC1(C=CC2=CC=CC(=C12)C)COC